C1=CC(=CC=C1/C=C/C2=CC(=CC(=C2)O)O)O The molecule is a stilbenol that is stilbene in which the phenyl groups are substituted at positions 3, 5, and 4' by hydroxy groups. It has a role as a phytoalexin, an antioxidant and a glioma-associated oncogene inhibitor. It is a stilbenol, a polyphenol and a member of resorcinols.